tert-butyl-2-azabicyclo[2.2.1]heptane-4-amine C(C)(C)(C)C12NCC(CC1)(C2)N